C(C)NC=1C=C(C=C2C(C(NC12)=O)(C)N1C[C@](CCC1)(C)NC=1C=CC(=NC1)C#N)F 5-[[(3R)-1-[7-(ethylamino)-5-fluoro-3-methyl-2-oxo-indolin-3-yl]-3-methyl-3-piperidyl]amino]pyridine-2-carbonitrile